C(C1=CC=CC=C1)N1C(C(=CC(=C1)C(=O)N[C@@H]1[C@H](C1)COC)C(=O)NC)=O 1-benzyl-N5-((1S,2S)-2-(methoxymethyl)cyclopropyl)-N3-methyl-2-oxo-1,2-dihydropyridine-3,5-dicarboxamide